cresylsulfate C1(=CC=C(C=C1)C)OS(=O)(=O)[O-]